BrC(C(=O)[O-])CCC(=O)[O-].[K+].[K+] potassium bromoglutarate